C1=CC=C(C=C1)NC2=CC=CC3=C2C(=CC=C3)S(=O)(=O)O The molecule is a naphthalenesulfonic acid that is naphthalene-1-sulfonic acid substituted by a phenylamino group at position 8. It has a role as a fluorescent probe. It is an aminonaphthalene and a naphthalenesulfonic acid.